4-(3,5-bis(trifluoromethyl)phenyl)-5,6-dihydropyridine-1(2H)-carboxylic acid tert-butyl ester C(C)(C)(C)OC(=O)N1CC=C(CC1)C1=CC(=CC(=C1)C(F)(F)F)C(F)(F)F